ClC1(CC=C(C(=O)NC)C=C1)N1CCN(CC1)CC=1C=NC=2C=C(C(NC2C1)=O)CC 4-chloro-4-(4-((7-ethyl-6-oxo-5,6-dihydro-1,5-naphthyridin-3-yl)methyl)piperazin-1-yl)-N-methylbenzamide